[Ti].C1(CC1)S(=O)(=O)C1=CC=C(C=C1)C#C[Si](C)(C)C ((4-(cyclopropylsulfonyl)phenyl)ethynyl)trimethylsilane titanium